OCCCCN(CCCCCCCC(=O)N(CCCCCCCCCC)CCCCCCCCCC)CCCCCCCC(=O)N(CCCCCCCCCC)CCCCCCCCCC 8,8'-((4-Hydroxybutyl)azanediyl)bis(N,N-didecyl-octanoamide)